1-(2-(4-(4-methylbenzoyl)piperazin-1-yl)acetyl)-1',4'-dihydro-2'H-spiro[pyrrolidine-2,3'-quinoline]-2'-one CC1=CC=C(C(=O)N2CCN(CC2)CC(=O)N2CCCC23C(NC2=CC=CC=C2C3)=O)C=C1